14-iodo-4,6,8,10,12-pentamethylpentadecyl benzyloxymethyl ether C(C1=CC=CC=C1)OCOCCCC(CC(CC(CC(CC(CC(C)I)C)C)C)C)C